[2-(2,6-dioxopiperidin-3-yl)-4-methoxy-3-oxo-2,3-dihydro-1H-isoindol-5-yl]methyl N-[4-(4-fluoro-2-methylphenoxy)phenyl]carbamate FC1=CC(=C(OC2=CC=C(C=C2)NC(OCC=2C(=C3C(N(CC3=CC2)C2C(NC(CC2)=O)=O)=O)OC)=O)C=C1)C